S(=O)(=O)(O)C1=CC=C(C=N1)C1CCC2(CC3=CC=CC=C3C2=O)CC1 (1s,4s)-4-(6-sulfopyridin-3-yl)-1',3'-dihydrospiro[cyclohexane-1,2'-indene]-3'-one